[Ba].[Pb].[Pb] lead-lead barium